BrC=1C=C(C(=O)N(C)[C@@H]2COCC=3NC(C=4C=C(C(=CC4C32)F)F)=O)C=CC1F (S)-3-bromo-N-(8,9-difluoro-6-oxo-1,4,5,6-tetrahydro-2H-pyrano[3,4-c]isoquinolin-1-yl)-4-fluoro-N-methylbenzamide